6'-Methoxy-1-(2,3,4-trifluorobenzyl)-2',3',4',9'-tetrahydrospiro[piperidine-4,1'-pyrido[3,4-b]indole] COC=1C=C2C3=C(NC2=CC1)C1(NCC3)CCN(CC1)CC1=C(C(=C(C=C1)F)F)F